OC(C[C@H](N)C(=O)O)C(=O)O 4-Hydroxy-L-Glutamic Acid